FC1=CC(=C(C=C1C(F)(F)F)N1C(=NC2=CC=CC=C2C1=O)CN1CCNCC1)OC(C)C 3-(4-fluoro-2-isopropoxy-5-(trifluoromethyl)phenyl)-2-(piperazin-1-ylmethyl)quinazolin-4(3H)-one